C(C)(C)(C)OC(=O)[C@@H]1N[C@H]([C@]([C@H]1C1=C(C(=CC=C1)Cl)Cl)(C#N)C1=C(C=CC(=C1)Cl)F)CC(C)(C)C (2R,3S,4R,5S)-4-(5-chloro-2-fluorophenyl)-4-cyano-3-(2,3-dichlorophenyl)-5-neopentylpyrrolidine-2-carboxylic acid tert-butyl ester